N-butyl-pyridine hexafluorophosphate ammonium salt [NH4+].F[P-](F)(F)(F)(F)F.C(CCC)N1CC=CC=C1